FC(S(=O)(=O)NC1=C(C=CC=C1)C1=CC=C2[C@@H]([C@H](COC2=C1)CC1=CN=C(S1)C1=CC=CC=C1)O)(F)F 1,1,1-Trifluoro-N-(2-((3S,4R)-4-hydroxy-3-((2-phenylthiazol-5-yl)methyl)chroman-7-yl)phenyl)methanesulfonamide